[(2R,3R,4R,5R)-5-[2-amino-6-(methylamino) purin-9-yl]-4-fluoro-3-hydroxy-4-methyloxolan-2-yl]methyl (2S)-2-{[(tert-butoxy) carbonyl]amino}-3-methylbutanoate C(C)(C)(C)OC(=O)N[C@H](C(=O)OC[C@H]1O[C@H]([C@]([C@@H]1O)(C)F)N1C2=NC(=NC(=C2N=C1)NC)N)C(C)C